(3-amino-2-chloro-6-(trifluoromethyl)pyridin-4-yl)methanol NC=1C(=NC(=CC1CO)C(F)(F)F)Cl